C(C1=CC=CC=C1)N1C(C(=CC(=C1)C(=O)N[C@@H]1[C@H](C1)CN(C)C)C(=O)NC)=O 1-benzyl-N5-((1S,2R)-2-((dimethylamino)methyl)cyclopropyl)-N3-methyl-2-oxo-1,2-dihydropyridine-3,5-dicarboxamide